S(=O)(=O)(OC(CCCCCCCCCCC)=O)[O-].[NH4+] ammonium dodecanoyl sulfate